P(=O)(O)(O)C(CC(=O)O)(CCC(=O)O)C(=O)O 2-phosphono-1,2,4-Butanetricarboxylic acid